NC=1C=C(C=C(C1)OC)N(C(=O)C=1N=C(SC1)C#C)[C@@H]1C(N(CC1)CC1=CC=C(C=C1)F)=O (S)-N-(3-amino-5-methoxyphenyl)-2-ethynyl-N-(1-(4-fluorobenzyl)-2-oxopyrrolidin-3-yl)thiazole-4-carboxamide